CC1(CCN(CC1)C1=C(C=C(C=C1)C(F)(F)F)NC(=O)C=1OC(=CC1)C1=CC=NC=C1)C N-(2-(4,4-dimethylpiperidin-1-yl)-5-(trifluoromethyl)phenyl)-5-(pyridin-4-yl)furan-2-carboxamide